1,2,3,4-tetrahydro-2,6-diazanaphthalene C1NCCC2=CN=CC=C12